(S)-2,2,2-Trifluoro-1-(5-(pyridin-4-ylmethyl)thiazol-2-yl)ethan-1-amine FC([C@H](N)C=1SC(=CN1)CC1=CC=NC=C1)(F)F